hydroxylamine copper [Cu].NO